(R)-4-(1-(5-(cyclopropanesulfonylimino)-4-methylpyridin-2-yl)-5-hydroxy-3-methyl-1H-pyrazol-4-yl)benzonitrile C1(CC1)S(=O)(=O)N=C1[C@@H](C=C(N=C1)N1N=C(C(=C1O)C1=CC=C(C#N)C=C1)C)C